CN(C(C(=O)NCCN1CCOCC1)C(CC)C)C 2-(dimethylamino)-3-methyl-N-(2-morpholinoethyl)pentanamide